BrC=1C=CC2=C(OC3=C2C=CC=C3Cl)C1NC(C(C)(C)C)=O N-(3-bromo-6-chlorodibenzo[b,d]furan-4-yl)pivalamide